2-(4-Fluoro-3-methoxyphenyl)-3-(2-methylpyridin-4-yl)imidazo[1,2-a]pyrimidine FC1=C(C=C(C=C1)C=1N=C2N(C=CC=N2)C1C1=CC(=NC=C1)C)OC